C1(CCCC1)COC=1C=CC2=C(C(=C(O2)C)C(=O)NC(C(=O)N)(CO)C)C1 2-{[5-(cyclopentylmethoxy)-2-methyl-1-benzofuran-3-yl]formamido}-3-hydroxy-2-methylpropanamide